C1(CC1)[C@@H]1N(C2=CC=C(C=C2[C@@H]([C@H]1C)NC1=NC(=CC=C1)C)C=1C=NN(C1)CCOC)C(C)=O ((2S,3R,4R)-2-cyclopropyl-6-(1-(2-methoxyethyl)-1H-pyrazol-4-yl)-3-methyl-4-((6-methylpyridin-2-yl)amino)-3,4-dihydroquinolin-1(2H)-yl)ethanone